4-(4-(3-((1r,3R,5S,7r)-3,5-dimethyladamantan-1-yl)guanidino)piperidine-1-carbonyl)-N-hydroxybenzamide C[C@]12CC3(CC(C[C@@](C1)(C3)C)C2)NC(NC2CCN(CC2)C(=O)C2=CC=C(C(=O)NO)C=C2)=N